rac-3-rel-trans-((3aR,6aS)-hexahydrocyclopenta[b]pyrrol-3a(1H)-yl)-5-(piperidin-1-ylmethyl)-5,6-dihydro-1,4,2-dioxazine N1[C@@H]2[C@](CC1)(CCC2)C2=NOC[C@H](O2)CN2CCCCC2 |o1:1,2,12|